furan fumarate C(\C=C\C(=O)O)(=O)O.O1C=CC=C1